CC1=CC=2N(N=C1N1CC=3C=C(C=NC3CC1)C1=C(C#N)C=CN=C1)C(C=CN2)=O 3-(6-(8-methyl-4-oxo-4H-pyrimido[1,2-b]pyridazin-7-yl)-5,6,7,8-tetrahydro-1,6-naphthyridin-3-yl)isonicotinonitrile